ClC=1C(=NC(=C(C(=O)N[C@H]2CS(C=C2)(=O)=O)C1)OC)C1=CC=CC=C1 (R)-5-chloro-N-(1,1-dioxido-2,3-dihydrothiophen-3-yl)-2-methoxy-6-phenylnicotinamide